N[C@@H]1C[C@H](CC1)NC1=NC=C(C(=N1)C1=CNC2=CC(=CC=C12)C(=O)OC)C(F)(F)F methyl 3-(2-(((1s,3s)-3-aminocyclopentyl) amino)-5-(trifluoromethyl) pyrimidin-4-yl)-1H-indole-6-carboxylate